CC/C=C\\C=C\\C=C\\C=C/CCCCCCCC(=O)[O-] The molecule is a straight-chain, unsaturated, long-chain fatty acid anion that is the conjugate base of cis-parinaric acid, arising from deprotonation of the carboxylic acid group. It is a long-chain fatty acid anion, a straight-chain fatty acid anion and a polyunsaturated fatty acid anion. It is a conjugate base of a (9Z,11E,13E,15Z)-octadecatetraenoic acid.